1-bromo-7,8-dichloro-6-(2,6-difluorophenyl)-4H-[1,2,4]triazolo[4,3-a][1,4]benzodiazepine BrC1=NN=C2N1C1=C(C(=NC2)C2=C(C=CC=C2F)F)C(=C(C=C1)Cl)Cl